C(C)(C)(C)OC(=O)N1C=C(CC1)COS(=O)(=O)C (S)-3-((methanesulfonyloxy)methyl)pyrroline-1-carboxylic acid tert-butyl ester